NC1=CC=C(C(=O)N[C@H](CCC(=O)O)C(=O)O)C=C1 N-(4-aminobenzoyl)-D-glutamic acid